CS(=O)(=O)NC=1C=C2C3(CN(C2=CC1)C(=O)C=1C=C(C=CC1)S(=O)(=O)NC1COC1)CCCCC3 3-(5'-(methylsulfonamido)spiro[cyclohexane-1,3'-indoline]-1'-carbonyl)-N-(oxetan-3-yl)benzenesulfonamide